5-(4,4-Difluoropiperidin-1-yl)-N-(6-(1-methyl-1H-pyrazol-4-yl)pyridin-2-yl)-2-morpholinooxazolo[4,5-b]pyridine-6-carboxamide FC1(CCN(CC1)C1=C(C=C2C(=N1)N=C(O2)N2CCOCC2)C(=O)NC2=NC(=CC=C2)C=2C=NN(C2)C)F